CNC1CN(CCC1)C N,1-dimethylpiperidin-3-amine